ClC1=C(C(=CC(=C1)NC([C@H](CO)C1=CC=C(C=C1)S(=O)(=O)C)=O)Cl)C1=C(C=CC=C1)OC(F)(F)F |o1:9| rel-(S)-N-(2,6-dichloro-2'-(trifluoromethoxy)-[1,1'-biphenyl]-4-yl)-2-(4-(methylsulfonyl)phenyl)-3-hydroxypropionamide